(2-(8-chloro-4,4-dimethyl-1,4-dihydroquinazolin-2-yl)thiazol-4-yl)benzoic acid ClC=1C=CC=C2C(N=C(NC12)C=1SC=C(N1)C1=C(C(=O)O)C=CC=C1)(C)C